C1CC12CCN(CC2)C2=C(C=CC(=C2)I)N2N=NC(=C2)C2=NC(=NC(=C2)C)Cl 1-[2-(6-azaspiro[2.5]oct-6-yl)-4-iodophenyl]-4-(2-chloro-6-methylpyrimidine-4-yl)-1,2,3-triazole